COC(=O)C1=CC(CC1)=NO 3-oximino-1-cyclopentenecarboxylic acid methyl ester